C(C1=CC=CC=C1)OC1=NC(=CC=C1N1C(N(C2=C1C=CC=C2N2CCC(CC2)CC(=O)O)C)=O)OCC2=CC=CC=C2 2-[1-[1-(2,6-dibenzyloxy-3-pyridyl)-3-methyl-2-oxo-benzimidazol-4-yl]-4-piperidyl]acetic acid